C(C)(C)(C)OC(=O)N[C@H](CC1=CC=C(C=C1)O)C(=O)O (tert-butoxycarbonyl)-D-tyrosine